FC=1C=C(C=C(C1)F)[C@@H]1CC=NN1C(=O)N1CCNCC1 (S)-(5-(3,5-difluorophenyl)-4,5-dihydro-1H-pyrazol-yl)(piperazin-1-yl)methanone